5-[7-(3-methoxy-3-methyl-cyclobutyl)-5,6-dihydropyrrolo[2,3-c]pyridazin-3-yl]-6-methyl-1-benzofuran-4-ol COC1(CC(C1)N1CCC2=C1N=NC(=C2)C2=C(C=C1C(C=CO1)=C2O)C)C